CC(C)OCC=1C=CC(=NC1)N 5-(propan-2-yloxymethyl)pyridin-2-amine